Nitrosoruthenium chloride N(=O)[Ru](Cl)Cl